OCCCCCCCCCCCC(=O)O 12-hydroxydodecanoic acid